(3-methyl-2-oxo-4-vinyl-2,3-dihydro-1H-benzo[d]imidazol-1-yl)piperidine-2,6-dione CN1C(N(C2=C1C(=CC=C2)C=C)N2C(CCCC2=O)=O)=O